1-methyl-1H-pyrazole-3,5-dicarboxylic acid bis-{[4-(4-carbamimidoyl-piperazin-1-yl)-phenyl]-amide} trifluoroacetate FC(C(=O)O)(F)F.C(N)(=N)N1CCN(CC1)C1=CC=C(C=C1)NC(=O)C1=NN(C(=C1)C(=O)NC1=CC=C(C=C1)N1CCN(CC1)C(N)=N)C